bis(t-butyl salicylate) carbonate C(O)(O)=O.C(C)(C)(C)OC=1C(C(=O)O)=CC=CC1.C(C)(C)(C)OC=1C(C(=O)O)=CC=CC1